4-(chloromethyl)-1-iodo-2-methylbenzene ClCC1=CC(=C(C=C1)I)C